C1(CCCCC1)C1=CC=C(C=C1)NC1=CC2=CC=CC=C2C=C1C1=CC=CC=C1 N-(4-cyclohexylphenyl)-3-phenylnaphthalen-2-amine